(5RS)-5-(Pyrrolidin-1-ylcarbonyl)-2-{[6-(trifluoromethyl)pyridin-3-yl]methyl}-5,6,7,8-tetrahydro[1,2,4]triazolo[4,3-a]pyridin-3(2H)-one N1(CCCC1)C(=O)[C@H]1CCCC=2N1C(N(N2)CC=2C=NC(=CC2)C(F)(F)F)=O |r|